(S)-N-(chroman-4-yl)-2-(4-ethylpiperazin-1-yl)-6,7-dihydrothiazolo[5,4-c]pyridine-5(4H)-carboxamide O1CC[C@@H](C2=CC=CC=C12)NC(=O)N1CC2=C(CC1)N=C(S2)N2CCN(CC2)CC